Dimethylaminopropyl-indium CN(C)CCC[In]